COCCN1CCN(CC1)S(=O)(=O)C1=C(C=CC(=C1)C1=NN=C(N1)C1=CC=CC=C1)C (2-methoxyethyl)-4-((2-methyl-5-(5-phenyl-4H-1,2,4-triazol-3-yl)phenyl)sulfonyl)piperazine